2-ethyl-6-methylthieno[2,3-d]pyrimidin-4-amine C(C)C=1N=C(C2=C(N1)SC(=C2)C)N